C(C)[N+](C)(CC)CC.F[B-](F)(F)F.[H+] tetrafluoroboric acid triethylmethyl-ammonium salt